C12(CCC(CC1)CC2)COC2=CC=C(C=C2)C(C(C)(C)O)NC([C@@H](CO)C2=CC=CC=C2)=O (2R)-N-(1-(4-(bicyclo[2.2.2]oct-1-ylmethoxy)phenyl)-2-hydroxy-2-methylpropyl)-3-hydroxy-2-phenylpropionamide